NC1=NC=2C=C(C(=CC2C2=C1C=NN2C)C(=O)N(N(C)C(=O)C2(CC2)F)CC=2N=NC(=CC2)C(F)(F)F)F 4-amino-7-fluoro-N'-(1-fluorocyclopropanecarbonyl)-N',1-dimethyl-N-[[6-(trifluoromethyl)pyridazin-3-yl]methyl]pyrazolo[4,3-c]quinoline-8-carbohydrazide